C1(C(CCCCCCC1)C(=O)O)C(=O)O cyclononan-1,2-dicarboxylic acid